[Mo].CC1NCOC1=O 4-methyl-5-oxooxazolidine Molybdenum